(S)-N-((1H-pyrrolo[3,2-c]pyridin-2-yl)methyl)-2-(3-((1-(dibenzo[b,d]furan-2-yl)-2-hydroxyethyl)amino)-2-oxo-6-(piperidin-1-yl)pyrazin-1(2H)-yl)acetamide N1C(=CC=2C=NC=CC21)CNC(CN2C(C(=NC=C2N2CCCCC2)N[C@H](CO)C2=CC1=C(OC3=C1C=CC=C3)C=C2)=O)=O